N-(3-aminopropyl)-4-aminobutyraldehyde NCCCNCCCC=O